N1(N=NC=C1)CCC(=O)N1CC(=CCC1)C1=CC(=C2C=C(NC2=C1F)C(=O)N(C)C)B1OC(C(O1)(C)C)(C)C 6-(1-(3-(1H-1,2,3-triazol-1-yl)propanoyl)-1,2,5,6-tetrahydropyridin-3-yl)-7-fluoro-N,N-dimethyl-4-(4,4,5,5-tetramethyl-1,3,2-dioxaborolan-2-yl)-1H-indole-2-carboxamide